SS1C(=NN=C1)S 1,2-dimercapto-1,3,4-thiadiazole